[3-(4H-1,2,4-triazol-3-yl)pyrrolidin-1-yl]-[6-[[5-(trifluoromethyl)-3-pyridinyl]oxy]-2-azaspiro[3.3]heptan-2-yl]methanone N=1N=C(NC1)C1CN(CC1)C(=O)N1CC2(C1)CC(C2)OC=2C=NC=C(C2)C(F)(F)F